C1(=CC=CC=C1)C(C#CCCC)(O)O phenylhexynediol